(S)-N-(4-Fluoro-2-methoxy-5-((5-(trifluoromethyl)pyridin-2-yl)oxy)phenyl)-3-methyl-2-oxooxazolidine-4-carboxamide FC1=CC(=C(C=C1OC1=NC=C(C=C1)C(F)(F)F)NC(=O)[C@H]1N(C(OC1)=O)C)OC